ClC1=C(C=CC=C1)[C@@H]1C[C@@H](C=2N1N=C(N2)[S@](=O)CC#N)F |&1:7,9| 2-[(R)-[rac-(5S,7S)-5-(2-chlorophenyl)-7-fluoro-6,7-dihydro-5H-pyrrolo[1,2-b][1,2,4]triazol-2-yl]sulfinyl]acetonitrile